5-(6-cyclopropyl-3-(ethylsulfonyl)pyridin-2-yl)-2-(trifluoromethyl)-[1,2,4]triazolo[1,5-a]pyrimidine C1(CC1)C1=CC=C(C(=N1)C1=NC=2N(C=C1)N=C(N2)C(F)(F)F)S(=O)(=O)CC